1-[3-chloro-4-[2-(methylsulfanyl)ethyl]phenyl]-3-[[2-(2,6-dioxopiperidin-3-yl)-1-oxo-3H-isoindol-5-yl]methyl]urea ClC=1C=C(C=CC1CCSC)NC(=O)NCC=1C=C2CN(C(C2=CC1)=O)C1C(NC(CC1)=O)=O